5-[5-(difluoromethyl)-1-methyl-1H-1,2,4-triazol-3-yl]-6-methyl-N-[(3S)-pyrrolidin-3-yl]pyridin-2-amine, dihydrochloride salt Cl.Cl.FC(C1=NC(=NN1C)C=1C=CC(=NC1C)N[C@@H]1CNCC1)F